ClC=1C=C2C3=C(C(=C(OC3=C(C(=C2CC)CC)C=2NCCCN2)CC)CC)C1 2-(5-chloro-2,3,7,8-tetraethylbenzo[de]chromen-9-yl)-1,4,5,6-tetrahydropyrimidine